4-((6-(azetidin-3-yloxy)-[1,2,4]triazolo[1,5-a]pyridin-2-yl)amino)-6-(cyclopropanecarboxamido)-N-methylpyridazine-3-carboxamide N1CC(C1)OC=1C=CC=2N(C1)N=C(N2)NC2=C(N=NC(=C2)NC(=O)C2CC2)C(=O)NC